C1(CC1)NCCCC Cyclopropylaminobutan